BrC1=CC=C(C=C1)/C=C/C(=O)N1CCN(CC1)C(C1=CC=C(C=C1)OC)=O (E)-3-(4-bromophenyl)-1-(4-(4-methoxybenzoyl)piperazin-1-yl)-prop-2-en-1-one